N-(ethyl-2,2,2-d3)-6-fluoro-5-(4-((5-fluoro-2-methyl-3-oxo-4H-quinoxaline-6-yl)methyl)piperazin-1-yl)pyridine-2-carboxamide C(C([2H])([2H])[2H])NC(=O)C1=NC(=C(C=C1)N1CCN(CC1)CC=1C(=C2NC(C(=NC2=CC1)C)=O)F)F